Benzyl [(1R,3S,4S)-3-{[2-chloro-6-(2,2,2-trifluoroethyl)thieno[2,3-d]pyrimidin-4-yl](methyl)amino}-4-hydroxycyclopentyl]carbamate ClC=1N=C(C2=C(N1)SC(=C2)CC(F)(F)F)N([C@H]2C[C@H](C[C@@H]2O)NC(OCC2=CC=CC=C2)=O)C